(S)-4-(2-(2-((5-chloro-2-(1H-tetrazol-1-yl)phenyl)amino)-2-oxoacetamido)-3-methoxypropionamido)benzoic acid tert-butyl ester C(C)(C)(C)OC(C1=CC=C(C=C1)NC([C@H](COC)NC(C(=O)NC1=C(C=CC(=C1)Cl)N1N=NN=C1)=O)=O)=O